COC=1C=C2C=CC(=CC2=CC1C(=O)OC)S(=O)(=O)O 6-methoxy-7-(methoxycarbonyl)naphthalene-2-sulfonic acid